N-((3S,10R,13S)-17-(4-Chloro-1H-imidazol-1-yl)-10,13-dimethyl-2,3,4,7,8,9,10,11,12,13,14,15-dodecahydro-1H-cyclopenta[a]phenanthren-3-yl)-4-cyanobenzamide ClC=1N=CN(C1)C1=CCC2C3CC=C4C[C@H](CC[C@@]4(C3CC[C@]12C)C)NC(C1=CC=C(C=C1)C#N)=O